4-(4-(2-(2,6-dimethylpyridin-4-yl)-3-isopropyl-1H-indol-5-yl)piperidine-1-carbonyl)-6-methylpyridazin-3(2H)-one CC1=NC(=CC(=C1)C=1NC2=CC=C(C=C2C1C(C)C)C1CCN(CC1)C(=O)C=1C(NN=C(C1)C)=O)C